N[C@H]1[C@@H]([C@H](CCC1)F)C1=C(C2=NC(=CC(=C2S1)NCC=1SC=CC1)Cl)Br 2-((1s,2r,6s)-2-amino-6-fluorocyclohexyl)-3-bromo-5-chloro-N-(thiophen-2-ylmethyl)thieno[3,2-b]pyridin-7-amine